NC1=NC=C(C(=N1)Cl)C#CC1CCN(C2(CC2)C1)C(=O)OC(C)(C)C tert-butyl 7-((2-amino-4-chloropyrimidin-5-yl)ethynyl)-4-azaspiro[2.5]octane-4-carboxylate